C1(=CC=CC2=CC(=CC=C12)OCC1OC1)OCC1OC1 2,2'-(naphthalene-1,6-diylbis(oxy))bis(methylene)dioxirane